3-(5-(4-((3-hydroxypyrrolidin-1-yl)methyl)-1-methyl-1H-pyrrolo[2,3-b]pyridin-6-yl)-1-oxoisoindolin-2-yl)piperidine-2,6-dione OC1CN(CC1)CC1=C2C(=NC(=C1)C=1C=C3CN(C(C3=CC1)=O)C1C(NC(CC1)=O)=O)N(C=C2)C